4-(benzyloxy)-3,5-difluoro-2-iodobenzoic acid C(C1=CC=CC=C1)OC1=C(C(=C(C(=O)O)C=C1F)I)F